(R)-3-(3-fluoro-5-((3-fluorobenzyl)oxy)phenyl)isoxazolidine FC=1C=C(C=C(C1)OCC1=CC(=CC=C1)F)[C@@H]1NOCC1